1,3-Dimethyl-N-((R)-2-methyl-3-oxo-3-(((S)-11-oxo-2,3,10,11-tetrahydro-1H,5H-benzo[d]pyrazolo[1,2-a][1,2]diazepin-10-yl)amino)propyl)-1H-pyrrol-2-carboxamid CN1C(=C(C=C1)C)C(=O)NC[C@H](C(N[C@H]1C2=C(CN3N(C1=O)CCC3)C=CC=C2)=O)C